methyl(pyridin-4-ylmethyl)(((7-(5-(trifluoromethyl)-1,2,4-oxadiazol-3-yl)imidazo[1,2-a]pyridin-2-yl)methyl)imino)-λ6-sulfanone CS(=O)(=NCC=1N=C2N(C=CC(=C2)C2=NOC(=N2)C(F)(F)F)C1)CC1=CC=NC=C1